ClC1=CC=CC(=N1)N1CC(CC1)C(CC#N)N1N=CC(=C1)C=1C2=C(N=CN1)NC=C2 3-[1-(6-chloro-pyridin-2-yl)-pyrrolidin-3-yl]-3-[4-(7H-pyrrolo-[2,3-d]pyrimidin-4-yl)-1H-pyrazol-1-yl]propanenitrile